2-((2-(7-chloro-2-methoxyquinoxalin-5-yl)-4-methylbenzo[d]thiazol-6-yl)oxy)ethanol ClC1=CC(=C2N=CC(=NC2=C1)OC)C=1SC2=C(N1)C(=CC(=C2)OCCO)C